4-fluoro-7-methyl-N-(3-(4-methylpiperazin-1-yl)phenyl)-1H-indole FC1=C2C=CN(C2=C(C=C1)C)C1=CC(=CC=C1)N1CCN(CC1)C